O=C1NC2=C(N1)C=CC(=C2)/C=N/O (E)-2-Oxo-2,3-dihydro-1H-benzo[d]imidazole-5-carbaldehyde oxime